F[P-](F)(F)(F)(F)F.N1(N=NC2=C1C=CC=C2)OC(=[N+](C)C)N(C)C O-(1H-benzotriazole-1-yl)-N,N,N',N'-Tetramethyluronium Hexafluorophosphate